N-(2-(3-methoxypiperidin-1-yl)ethyl)pyrazine-2-carboxamide COC1CN(CCC1)CCNC(=O)C1=NC=CN=C1